C(C1=CC=CC=C1)OC=1C(=C(C2=CC(=C(C(=C2C1)CC(=O)O)C=1C(=C2C=C(C(=C(C2=CC1C)C(C)C)OC)OCC1=CC=CC=C1)CC(=O)O)C)C(C)C)OC 7,7'-bisbenzyloxy-5,5'-diisopropyl-6,6'-dimethoxy-3,3'-dimethyl-[2,2'-binaphthalene]-1,1'-diacetic acid